6-Chloro-3-[1-[3,6-dimethyl-2-(1-methylpyrazol-4-yl)-4-oxoquinazolin-8-yl]ethylamino]pyridine-2-carboxylic acid ClC1=CC=C(C(=N1)C(=O)O)NC(C)C=1C=C(C=C2C(N(C(=NC12)C=1C=NN(C1)C)C)=O)C